C1N(C[C@H]2CNCC[C@@H]21)C(=O)OC(C)(C)C |o1:3,8| tert-butyl (3ar,7as)-rel-octahydro-1H-pyrrolo[3,4-c]pyridine-2-carboxylate